C1(=CC=CC=C1)/C(=C\C1=CC=CC=C1)/C1=NC=CC(=C1)C (E)-2-(1,2-diphenylvinyl)-4-methylpyridine